OC(=O)C1C2C=CC(C1)C2 5-hydroxycarbonylbicyclo[2.2.1]Hept-2-ene